7-(6-{[(2r,3s,5s)-2-fluoro-8-azabicyclo[3.2.1]oct-3-yl](methyl)amino}-1,2,4-triazin-3-yl)-6-hydroxy-3-methyl-3,4-dihydroquinazolin-4-one F[C@@H]1C2CC[C@@H](C[C@@H]1N(C1=CN=C(N=N1)C1=C(C=C3C(N(C=NC3=C1)C)=O)O)C)N2